(2,7-di-t-butylfluorenyl)[(2-trimethylsilylmethylallyl)cyclopentadienyl]-1,1-diphenylmethane C(C)(C)(C)C1=C(C=2CC3=CC(=CC=C3C2C=C1)C(C)(C)C)C(C1=CC=CC=C1)(C1=CC=CC=C1)C1(C=CC=C1)CC(=C)C[Si](C)(C)C